[Si](C)(C)(C(C)(C)C)OCC1N(CCCC1NCC1=CC=C(C=C1)OC)C(=O)OC(C)(C)C tert-butyl 2-(((tert-butyldimethylsilyl)oxy)methyl)-3-((4-methoxybenzyl)amino)piperidine-1-carboxylate